lauryl-propyl-trimethyl-ammonium bromide [Br-].C(CCCCCCCCCCC)C[N+](C)(C)CCC